6-(3-(1-((1,3-dihydroxypropan-2-yl)oxy)-3-hydroxy-2-(hydroxymethyl)propan-2-yl)ureido)hexanoic acid OCC(CO)OCC(CO)(CO)NC(NCCCCCC(=O)O)=O